BrC1=C(C(=C(C(=O)OC)C=C1)C1(CC1)C#N)F methyl 4-bromo-2-(1-cyanocyclopropyl)-3-fluorobenzoate